CNN(C(CCC(=O)O)=O)NC N,N-dimethylaminosuccinamic acid